((1r,3r)-3-methylcyclobutyl)methanol CC1CC(C1)CO